N-(1-(4-chloropyridin-2-yl)-2,2,2-trifluoroethyl)-2-methylpropane-2-sulfinamide ClC1=CC(=NC=C1)C(C(F)(F)F)NS(=O)C(C)(C)C